2-[7-[6-(trifluoromethyl)pyridazin-3-yl]oxy-2-azaspiro[3.5]nonane-2-carbonyl]-7-oxa-2,5-diazaspiro[3.4]octan-6-one FC(C1=CC=C(N=N1)OC1CCC2(CN(C2)C(=O)N2CC3(C2)NC(OC3)=O)CC1)(F)F